C1(CCCCCN1)=O.C(CCCCCCC)[NH+](CCCCCCCC)CCCCCCCC trioctylammonium caprolactam salt